1-(piperidin-4-yl)-7-(trifluoromethyl)-1H-benzo[d]imidazol-2(3H)-one N1CCC(CC1)N1C(NC2=C1C(=CC=C2)C(F)(F)F)=O